2-methyl-1-[[2-methyl-3-(trifluoromethyl)phenyl]methyl]-6-(4-morpholinyl)-1H-benzimidazole-4-carboxylic acid CC1=NC2=C(N1CC1=C(C(=CC=C1)C(F)(F)F)C)C=C(C=C2C(=O)O)N2CCOCC2